C(CCCCCCCCC\C=C\CC)O (E)-11-tetradecene-1-ol